2-amino-4-trifluoromethyl-benzene NC1=CC=CC(=C1)C(F)(F)F